6-((((R)-((9H-Fluoren-9-yl)oxy)(phenyl)phosphoryl)oxy)methyl)tetrahydro-2H-pyran-2,3,4,5-tetrayltetraacetate C1=CC=CC=2C3=CC=CC=C3C(C12)O[P@@](=O)(C1=CC=CC=C1)OCC1C(C(C(C(O1)CC(=O)[O-])CC(=O)[O-])CC(=O)[O-])CC(=O)[O-]